mEthylene carbonate C1(OCO1)=O